N[C@@H]1[C@@H](OCC12CCN(CC2)C2=CN=C1ON(ONC1=N2)C=2C(=C(C=CC2)NC(=O)C=2C=CC=C1C=CN(C21)C)Cl)C N-(3-(7-((3S,4S)-4-amino-3-methyl-2-oxa-8-azaspiro[4.5]decan-8-yl)-2,4-dioxa-1,2-dihydropteridin-3(4H)-yl)-2-chlorophenyl)-1-methyl-1H-indole-7-carboxamide